C(C#CC)ONC1=CC=CC=C1 (but-2-yn-1-yloxy)aniline